6-(5-((tert-Butyldimethylsilyloxy)methyl)-4-methylpyridin-3-yl)-8-chloro-7-fluoroisoquinolin-3-amine [Si](C)(C)(C(C)(C)C)OCC=1C(=C(C=NC1)C=1C=C2C=C(N=CC2=C(C1F)Cl)N)C